C(C)OC1=CC=C(C=C1)CCC=O 3-(4-ethoxyphenyl)-1-oxopropan